1,3-dimethyl-N-{8-methyl-2-[(2R)-1-methylpyrrolidin-2-yl]imidazo[1,2-a]pyrazin-6-yl}-1H-indazole-6-carboxamide CN1N=C(C2=CC=C(C=C12)C(=O)NC=1N=C(C=2N(C1)C=C(N2)[C@@H]2N(CCC2)C)C)C